Methyl (4aR,6R,7R,8R,8aR)-7-methoxy-2,2-dimethyl-8-(4-(3,4,5-trifluorophenyl)-1H-1,2,3-triazol-1-yl)hexahydropyrano[3,2-d][1,3]dioxine-6-carboxylate CO[C@@H]1[C@H]([C@H]2OC(OC[C@H]2O[C@H]1C(=O)OC)(C)C)N1N=NC(=C1)C1=CC(=C(C(=C1)F)F)F